FC(CO[SiH3])(F)F trifluoroethoxyl-silane